4-(benzylsulfonyl)-2-fluorophenol C(C1=CC=CC=C1)S(=O)(=O)C1=CC(=C(C=C1)O)F